BrC1=C(OC=C1)NC(OC(C)(C)C)=O tert-butyl (3-bromofuran-2-yl)carbamate